FC=1C=C(C=C2C(=CC=NC12)C(C)(C)O)C1=NC(=NC=C1F)NC1=NC=C(C=C1)C1CNCCC1 2-(8-fluoro-6-(5-fluoro-2-((5-(piperidin-3-yl)pyridin-2-yl)amino)pyrimidin-4-yl)quinolin-4-yl)propan-2-ol